N1(C=NC=C1)C=1N=C(C2=C(N1)C=NN2)C(=O)N 5-(1H-imidazol-1-yl)-1H-pyrazolo[4,3-d]pyrimidine-7-carboxamide